O1C2=CC=C1C(=O)OCCCCOC2=O 4-butylene furan-2,5-dicarboxylate